2-Fluoro-3-formylbenzonitrile FC1=C(C#N)C=CC=C1C=O